2-(1-(3-bromophenyl)-3,3-dimethylcyclobutane-1-carbonyl)-N-methylhydrazine-1-carbothioic acid amide BrC=1C=C(C=CC1)C1(CC(C1)(C)C)C(=O)NNC(NC)=S